2,2,2-trifluoroethyl trifluoro-methane-sulfonate FC(S(=O)(=O)OCC(F)(F)F)(F)F